5-(3-methyloxetan-3-yl)-1,3,4-thiadiazol-2-amine CC1(COC1)C1=NN=C(S1)N